C(C(CCCCCCCCCC)O)O dodecane-1,2-diol